tert-butyl 3-(2-hydroxyethyl)-3-[3-(trifluoromethanesulfonyloxy)-1H-pyrazol-5-yl]azetidine-1-carboxylate OCCC1(CN(C1)C(=O)OC(C)(C)C)C1=CC(=NN1)OS(=O)(=O)C(F)(F)F